(S)-1-(1-(1-(3-chlorophenyl)ethyl)-2-oxo-1,2-dihydroquinoxalin-6-yl)-3-(1-methylcyclobutyl)urea ClC=1C=C(C=CC1)[C@H](C)N1C(C=NC2=CC(=CC=C12)NC(=O)NC1(CCC1)C)=O